BrCCCCCCCC(=O)NC(CCCCCCCC)CCCCCCCC 8-bromo-N-(1-octylnonyl)octanoamide